O1CC(C1)C1=CC(=NN1)NC1=CN=CC(=N1)O[C@H]([C@H](C)O)CC (2S,3S)-3-((6-((5-(oxetan-3-yl)-1H-pyrazol-3-yl)amino)pyrazin-2-yl)oxy)pentan-2-ol